BrC=1C=C(C=C(C1)C=1C=NN(C1)C)C(C)NC(=O)C=1C=C(CNC(OC(C)(C)C)=O)C=CC1C tert-butyl (3-((1-(3-bromo-5-(1-methyl-1H-pyrazol-4-yl)phenyl)ethyl)carbamoyl)-4-methylbenzyl)carbamate